FC1=C(C=CC(=C1)F)N(C(=O)[C@H]1NC[C@H]2[C@@H]1CCC2)C (1S,3aR,6aS)-N-(2,4-Difluorophenyl)-N-methyloctahydrocyclopenta[c]pyrrole-1-carboxamide